CN1CCN(CC1)C1=NC(=NC(=N1)N1CCN(CC1)C)N1CCN(CC1)C 2,4,6-tris(4-methylpiperazin-1-yl)-1,3,5-triazine